FC1=C(C=CC(=C1F)C)NC=1N(C2=NC(=NC=C2N1)NC1CCOCC1)C1CCC(CC1)C(=O)N (1s,4s)-4-(8-(2,3-difluoro-4-methylphenylamino)-2-(tetrahydro-2H-pyran-4-ylamino)-9H-purin-9-yl)cyclohexanecarboxamide